4,4'-thiobis(6-tertiary butyl-3-methylphenol) S(C1=C(C=C(C(=C1)C(C)(C)C)O)C)C1=C(C=C(C(=C1)C(C)(C)C)O)C